benzyl 3-[7-(4-chloro-2-hydroxy-6-methyl-phenyl)-1,8-naphthyridin-2-yl]piperidine-1-carboxylate ClC1=CC(=C(C(=C1)C)C1=CC=C2C=CC(=NC2=N1)C1CN(CCC1)C(=O)OCC1=CC=CC=C1)O